3-[6-(2,6-diazaspiro[3.3]heptan-2-yl)-3-pyridyl]-5-[(1R)-1-(3,5-difluorophenyl)ethoxy]-1H-indazole C1N(CC12CNC2)C2=CC=C(C=N2)C2=NNC1=CC=C(C=C21)O[C@H](C)C2=CC(=CC(=C2)F)F